O=C1N[C@H]2[C@@H](OC1)CCN(C2)C(=O)N2CCC(CC2)C(C=2C=C(OCCNC(CCOCCNC([O-])=O)=O)C=CC2)C2=CC=CC=C2 [2-[3-[2-[3-[[1-[(4aR,8aS)-3-oxo-4,4a,5,7,8,8a-hexahydropyrido[4,3-b][1,4]oxazine-6-carbonyl]-4-piperidyl]-phenyl-methyl]phenoxy]ethylamino]-3-oxo-propoxy]ethyl]carbamate